COC([O-])=O.C12(CC3CC(CC(C1)C3)C2)[N+](C)(C)C adamantyltrimethylammonium monomethyl-carbonate salt